C1(CC1)[C@H]1CN(CCN1)C=1N=NC(=CN1)C1=C(C=C(C=C1)C=1C=C2C(=NC1)N=NN2C)O 2-{3-[(3S)-3-cyclopropylpiperazin-1-yl]-1,2,4-triazin-6-yl}-5-(1-methyl-1H-[1,2,3]triazolo[4,5-b]pyridin-6-yl)phenol